C[NH+]1CCCC(C1)C 1,5-dimethylpiperidinium